BrC=1C(=NC(=CC1)N1CCCCC1)C(=O)OC methyl 3-bromo-6-(piperidin-1-yl)picolinate